CC1=NC2=CC=C(C=C2C(=C1)C=1C=NC=NC1)C(=O)N1CCOCC1 (2-methyl-4-(pyrimidin-5-yl)quinolin-6-yl)(morpholino)methanone